NC(COC=1C=C(C(=NC1)Cl)C(=O)NC1CC1)(C)C 5-(2-amino-2-methyl-propoxy)-2-chloro-N-cyclopropyl-pyridine-3-carboxamide